tert-Butyl 4-(4-chlorobenzyl)-5-oxo-3-((2-(trimethylsilyl)ethoxy)methyl)-4,5,6,8-tetrahydropyrazolo[3,4-b]pyrrolo[3,4-d]pyridine-7(3H)carboxylate ClC1=CC=C(CN2C3=C(C4=C(C2=O)CN(C4)C(=O)OC(C)(C)C)C=NN3COCC[Si](C)(C)C)C=C1